3,4-dimethyl-thiophenedicarboxylic acid ethyl ester C(C)OC(=O)C1SC=C(C1(C(=O)O)C)C